C(C)(C)(C)OC(NC1=CC=C(C=C1)C1=C2C(=NC=NC2=CC(=C1)Br)N)=O (4-(4-amino-7-bromoquinazolin-5-yl)phenyl)carbamic acid tert-butyl ester